C(C)S(=O)(=O)N[C@@H]1C[C@](C[C@H]1O)(C(=O)[O-])CC1=CC(=CC=C1)C1=NC=C(C=N1)F (1R,3R,4R)-3-(ethylsulfonamido)-1-(3-(5-fluoropyrimidin-2-yl)benzyl)-4-hydroxycyclopentane-1-carboxylate